[Ir+3].F[P-](F)(F)(F)(F)F.C(C)(C)(C)C1=CC(=NC=C1)C1=NC=CC(=C1)C(C)(C)C.F[P-](F)(F)(F)(F)F.F[P-](F)(F)(F)(F)F (4,4'-di-tert-butyl-2,2'-bipyridine) hexafluorophosphate iridium